tetrakis(2-hydroxyethyl)2,2'-disulfanediyldisuccinate OCCC(C(C(=O)[O-])SSC(C(=O)[O-])C(C(=O)[O-])(CCO)CCO)(C(=O)[O-])CCO